C(#N)C1=CC(=C(COC2=CC=CC(=N2)C2CCN(CC2)CC2=NC3=C(N2C)C(=C(C=C3OC)C(=O)O)F)C=C1)F 2-((4-(6-((4-Cyano-2-fluorobenzyl)oxy)pyridin-2-yl)piperidin-1-yl)methyl)-7-fluoro-4-methoxy-1-methyl-1H-benzo[d]imidazole-6-carboxylic acid